C[C@@H]1N(CC1)C1=NC(=CC(=N1)C=1C=NN(C1)C1CCNCC1)C(F)(F)F 2-[(2S)-2-methylazetidin-1-yl]-4-[1-(4-piperidyl)pyrazol-4-yl]-6-(trifluoromethyl)pyrimidine